potassium silicon fluorine [F].[Si].[K]